2,5-dimethyl-2,5-bis(1,1-dimethylethylperoxy)hexyne CC(C)(C#CC(C)(OOC(C)(C)C)C)OOC(C)(C)C